C1(CC1)NC1=C(C=C(C=C1)[N+](=O)[O-])C[S@](=O)C |r| (±)-N-cyclopropyl-2-((methylsulfinyl)methyl)-4-nitroaniline